CC=1SC(=C(N1)C)C(=O)N1CC(C(=CC1)C1=C2C(=NC(=C1)NC(=O)C1CC1)NC=C2)C N-(4-(1-(2,4-dimethylthiazole-5-carbonyl)-3-methyl-1,2,3,6-tetrahydropyridin-4-yl)-1H-pyrrolo[2,3-b]pyridin-6-yl)cyclopropylcarboxamide